tert-butyl (3-(5-((4-benzylpiperidin-1-yl)methyl)-4H-1,2,4-triazol-3-yl)-1H-indol-5-yl)carbamate C(C1=CC=CC=C1)C1CCN(CC1)CC=1NC(=NN1)C1=CNC2=CC=C(C=C12)NC(OC(C)(C)C)=O